C(C1=CC(O)=C(O)C(O)=C1)(=O)O.OC=1C=C(C(=O)O)C=C(C1O)O 3,4,5-trihydroxybenzoic acid (gallate)